ClC1=CC=C(C=C1)N1OCC(C1C1=CC=CC=C1)CO 2-(4-chlorophenyl)-3-phenyl-4-hydroxymethyl-isoxazoline